O1C(OCC1)C=1C=CC(=NC1)C=1N=CSC1 4-(5-(1,3-dioxolan-2-yl)pyridin-2-yl)thiazole